2-iodo-9-trifluoromethyl-7,12-dihydro-indolo[3,2-d][1]-benzazepin-6(5H)-one IC=1C=CC2=C(C3=C(CC(N2)=O)C2=CC(=CC=C2N3)C(F)(F)F)C1